1,1,1-trichloro-2,3-epoxypropane ClC(C1CO1)(Cl)Cl